C(C)C1=CC(=NC(=C1)C1C2(CC3CC(CC1C3)C2)C2=C(C(=CC(=C2)C(C)(C)C)C2=CC=CC=C2)O)C2=C(C=CC=C2)C=2C(=C(C=C(C2)C(C)(C)C)C23CC1CC(CC(C2)C1)C3)O 2',2'-(4-Ethylpyridine-2,6-diyl)bis(3-(1-adamantyl)-5-(tert-butyl)-[1,1'-biphenyl]-2-ol)